N1=C2N(CC=C1C(=O)N)C=CC=C2 pyrido[1,2-a]pyrimidine-2-carboxamide